3-fluoro-5-formylbenzamide FC=1C=C(C(=O)N)C=C(C1)C=O